(4-(hydroxymethyl)phenyl)(piperidin-1-yl)methanone OCC1=CC=C(C=C1)C(=O)N1CCCCC1